3-(4-hydroxybenzoyl)benzoate OC1=CC=C(C(=O)C=2C=C(C(=O)[O-])C=CC2)C=C1